1-[4-(morpholin-4-yl)phenyl]-3-(4-phenoxyphenyl)-1,3,5-triazine-2,4,6-trione N1(CCOCC1)C1=CC=C(C=C1)N1C(N(C(NC1=O)=O)C1=CC=C(C=C1)OC1=CC=CC=C1)=O